(9R,13S)-13-[4-(5-chloro-2-phenylphenyl)-6-oxo-1,6-dihydropyrimidin-1-yl]-3,9-dimethyl-3,4,7,15-tetraazatricyclo[12.3.1.02,6]Octadecan-1(18),2(6),4,14,16-pentaen-8-one ClC=1C=CC(=C(C1)C=1N=CN(C(C1)=O)[C@H]1CCC[C@H](C(NC=2C=NN(C2C=2C=CN=C1C2)C)=O)C)C2=CC=CC=C2